FC([C@H](O)C1CCN(CC1)C1=C(C=C2CN(C(C2=C1)=O)C[C@H](C(C)(C)O)F)NC(=O)C=1C=NN2C1N=CC=C2)F N-[6-[4-[(1R)-2,2-difluoro-1-hydroxy-ethyl]-1-piperidyl]-2-[(2R)-2-fluoro-3-hydroxy-3-methyl-butyl]-1-oxo-isoindolin-5-yl]pyrazolo[1,5-a]pyrimidine-3-carboxamide